4-(1-methylethyl)-benzenesulfonamide CC(C)C1=CC=C(C=C1)S(=O)(=O)N